(E)-3-(4-bromophenyl)-1-phenylpropan-2-en-1-one BrC1=CC=C(C=C1)/C=C/C(=O)C1=CC=CC=C1